S1C=CC2=C1C=CC(=C2)C2=NN1C([C@H](N(CC1)C(C=C)=O)C)=C2C2=CC=NC=C2 |r| 1-[(RS)-2-(1-benzothiophen-5-yl)-4-methyl-3-(pyridin-4-yl)-6,7-dihydropyrazolo[1,5-a]pyrazin-5(4H)-yl]prop-2-en-1-one